4-Benzylpiperidine-1-sulfonyl chloride C(C1=CC=CC=C1)C1CCN(CC1)S(=O)(=O)Cl